N-(2-((R)-4-Cyanothiazolidin-3-yl)-2-oxoethyl)-6-((S)-3-ethyl-morpholino)quinoline-4-carboxamide C(#N)[C@H]1N(CSC1)C(CNC(=O)C1=CC=NC2=CC=C(C=C12)N1[C@H](COCC1)CC)=O